(S)-N-(3-(1-((2-ethyl-2H-pyrazolo[3,4-b]pyrazin-6-yl)amino)ethyl)phenyl)-1-methyl-1H-pyrazolo[4,3-b]pyridine-6-carboxamide C(C)N1N=C2N=C(C=NC2=C1)N[C@@H](C)C=1C=C(C=CC1)NC(=O)C=1C=C2C(=NC1)C=NN2C